cysteine nitrate salt [N+](=O)(O)[O-].N[C@@H](CS)C(=O)O